C(C1=CC=CC=C1)OP(=O)(OCC1=CC=CC=C1)O[Ag] ((bis(benzyloxy)phosphoryl)oxy)silver